FC=1C=C2C(=CC(OC2=CC1C=1C=CC(=NC1)C(=O)O)(C)C)C1=CC2=C(N(C(N2C)=O)C)C(=C1)C(C)C 5-(6-fluoro-4-(7-isopropyl-1,3-dimethyl-2-oxo-2,3-dihydro-1H-benzo[d]imidazol-5-yl)-2,2-dimethyl-2H-chromen-7-yl)picolinic acid